OC1=CC=C(C=C1)C(C=CC1=CC=C(C=C1)C(C)C)=O 1-(4-hydroxyphenyl)-3-(4-isopropylphenyl)-2-propen-1-one